(S)-N-(1-cyano-2-(4'-cyano-[1,1'-biphenyl]-4-yl)ethyl)-4-(methylamino)tetrahydro-2H-pyran-4-carboxamide C(#N)[C@H](CC1=CC=C(C=C1)C1=CC=C(C=C1)C#N)NC(=O)C1(CCOCC1)NC